N-acryloylpyrrolidone C(C=C)(=O)N1C(CCC1)=O